N-(4-((5-(1,6-dimethyl-1H-pyrazolo[3,4-b]pyridin-4-yl)-3-methyl-4,5,6,7-tetrahydro-1H-pyrazolo[4,3-c]pyridin-1-yl)methyl)bicyclo[2.2.2]octan-1-yl)acetamide CN1N=CC=2C1=NC(=CC2N2CC1=C(CC2)N(N=C1C)CC12CCC(CC1)(CC2)NC(C)=O)C